1-((R)-2-(3-((2-((3S,4R)-3-fluoro-4-methoxypiperidin-1-yl)pyrimidin-4-yl)amino)-8-(3-((methylsulfonyl)methyl)azetidin-1-yl)isoquinolin-5-yl)pyrrolidin-1-yl)but-2-yn-1-one F[C@H]1CN(CC[C@H]1OC)C1=NC=CC(=N1)NC=1N=CC2=C(C=CC(=C2C1)[C@@H]1N(CCC1)C(C#CC)=O)N1CC(C1)CS(=O)(=O)C